(1-(3-((4-ethylphenyl)sulfonyl)-6-(trifluoromethoxy)quinolin-4-yl)piperidin-4-yl)methanol C(C)C1=CC=C(C=C1)S(=O)(=O)C=1C=NC2=CC=C(C=C2C1N1CCC(CC1)CO)OC(F)(F)F